tert-butyl (2-((2-(N,N-bis(4-methoxybenzyl)sulfamoyl)-4-(2-bromobenzo[d]thiazol-4-yl)-3-(2-(4-methoxybenzyl)-2H-tetrazol-5-yl)phenyl)sulfonyl)ethyl)carbamate COC1=CC=C(CN(S(=O)(=O)C2=C(C=CC(=C2C=2N=NN(N2)CC2=CC=C(C=C2)OC)C2=CC=CC3=C2N=C(S3)Br)S(=O)(=O)CCNC(OC(C)(C)C)=O)CC3=CC=C(C=C3)OC)C=C1